12,14-(ethanediylidene)dipyrrolo[3,2-i:3',4'-l][1,4,7]dioxazacyclopentadecine-7-carboxylate N=1C=CC2=CN=CC(OC=COC=3C=C4C(=CC21)C=NC4=CC3)C(=O)[O-]